FC1=C(C=CC=C1)C=1NC2=CC=C(C=C2C1C)CNC(C1=C(N=CC=C1)C)=O N-((2-(2-fluorophenyl)-3-methyl-1H-indol-5-yl)methyl)-2-methylnicotinamide